2-(5-bromo-1,2,3-benzotriazol-1-yl)ethanol BrC1=CC2=C(N(N=N2)CCO)C=C1